butyl-1,1,3,3-tetramethylguanidine C(CCC)N=C(N(C)C)N(C)C